C(C=C)(=O)N[C@@H]1[C@@H](CCC1)NC(=O)C=1SC=2N=CC=C3N(C(NC1C23)=O)C=2C(=NC(=CC2)OC=2N=NC=CC2)C N-((1R,2S)-2-Acrylamidocyclopentyl)-5-(2-methyl-6-(pyridazin-3-yloxy)pyridin-3-yl)-4-oxo-4,5-dihydro-3H-1-thia-3,5,8-triazaacenaphthylene-2-carboxamide